6-acetoxy-1-bromonaphthalene C(C)(=O)OC=1C=C2C=CC=C(C2=CC1)Br